CN1N=NC2=C1C=CC(=C2C)C(C(C(=O)OC)(C)C)C2=CC(=C(C=C2)C)CN2C[C@H](OC1=C(C2)C=C2CCCC2=C1)CC methyl 3-(1,4-dimethyl-1H-benzo[d][1,2,3]triazol-5-yl)-3-(3-(((R)-2-ethyl-2,3,5,7,8,9-hexahydro-4H-indeno[5,6-f][1,4]oxazepin-4-yl)methyl)-4-methylphenyl)-2,2-dimethylpropanoate